(N-(4,5-dichloro-2-(piperidin-1-yl)phenyl)sulfamoyl)-4-methoxybenzoic acid ClC1=CC(=C(C=C1Cl)NS(=O)(=O)C1=C(C(=O)O)C=CC(=C1)OC)N1CCCCC1